2-(1-(3-(2,4-dioxotetrahydropyrimidin-1(2H)-yl)-7-fluoro-1-methyl-1H-indazol-6-yl)-4-hydroxypiperidin-4-yl)acetic acid O=C1N(CCC(N1)=O)C1=NN(C2=C(C(=CC=C12)N1CCC(CC1)(O)CC(=O)O)F)C